(E)-3,7,11,15-tetramethyl-2-hexadecene C\C(=C/C)\CCCC(CCCC(CCCC(C)C)C)C